rac-(1S,3R)-3-acetamido-N-[4-(7-fluoro-3-isopropyl-benzimidazol-5-yl)-5-methyl-2-pyridyl]cyclohexanecarboxamide C(C)(=O)N[C@H]1C[C@H](CCC1)C(=O)NC1=NC=C(C(=C1)C1=CC2=C(N=CN2C(C)C)C(=C1)F)C |r|